butylmalonic acid bis(1,2,2,6,6-pentamethyl-4-piperidyl) ester CN1C(CC(CC1(C)C)OC(C(C(=O)OC1CC(N(C(C1)(C)C)C)(C)C)CCCC)=O)(C)C